3-Z-[1-(4-(dimethylaminomethyl)-anilino)-1-phenyl-methylene]-6-methoxycarbonyl-2-indolinone CN(C)CC1=CC=C(N\C(\C2=CC=CC=C2)=C\2/C(NC3=CC(=CC=C23)C(=O)OC)=O)C=C1